C(C1=CC=CC=C1)(=O)O[C@@H]1[C@H](S[C@H](C1)N1C(N=C(C=C1)NC(C1=CC=CC=C1)=O)=O)COP(=O)(O)O (2R,3S,5R)-5-(4-BENZAMIDO-2-OXOPYRIMIDIN-1(2H)-YL)-2-((PHOSPHONOOXY)METHYL)TETRAHYDROTHIOPHEN-3-YL BENZOATE